FC1=C(C=C(C=C1)NC(C1=CC=C(C=C1)C)=O)NC(=O)C1=CN=CN1C N-{2-fluoro-5-[(4-methylbenzoyl)amino]phenyl}-1-methyl-1H-imidazole-5-carboxamide